2-(2-ethoxyethenyl)-4,4,5,5-tetramethyl-1,3,2-dioxaborolane C(C)OC=CB1OC(C(O1)(C)C)(C)C